N-(4-Cyanobenzyl)-6-((1-((1-formamido-2-methylpropan-2-yl)sulfonyl)cyclopropyl)methyl)-1-methyl-7-oxo-4,5,6,7-tetrahydro-1H-pyrazolo[3,4-c]pyridine-3-carboxamide C(#N)C1=CC=C(CNC(=O)C2=NN(C=3C(N(CCC32)CC3(CC3)S(=O)(=O)C(CNC=O)(C)C)=O)C)C=C1